1,1'-biphenyl-3,3',5,5'-tetramine C1(=CC(=CC(=C1)N)N)C1=CC(=CC(=C1)N)N